CC1=C(C=C(C=C1)[N+](=O)[O-])NC1=NC=CC(=N1)C=1C=NC=CC1 N-(2-methyl-5-nitrophenyl)-4-(3-pyridinyl)-2-pyrimidinamine